(2E)-3-(1-{[5-(2-fluoropropane-2-yl)-3-(2,4,6-trichlorophenyl)-1,2-oxazol-4-yl]carbonyl}-3-methyl-1H-indole-4-yl)Propane-2-enoic acid FC(C)(C)C1=C(C(=NO1)C1=C(C=C(C=C1Cl)Cl)Cl)C(=O)N1C=C(C2=C(C=CC=C12)/C=C/C(=O)O)C